[Si](C1=CC=CC=C1)(C1=CC=CC=C1)(C(C)(C)C)OCC1C(C(NC1)=O)=C 4-{[(tert-butyldiphenylsilyl)oxy]methyl}-3-methylidenepyrrolidin-2-one